CC1(CC2C(CC1)O2)OC(=O)C2(C(C1C(CC2)O1)C)C 3,4-epoxy-1-methylcyclohexyl-methyl-3,4-epoxy-1-methylcyclohexanecarboxylate